(S)-(4-methyl-4-azaspiro[2.4]hept-5-yl)methanol CN1C2(CC2)CC[C@H]1CO